N1(N=CN=C1)CCOC=1C=CC=C2C=C(N(C12)CC1CC1)C1=NN2C(C(=CC(=C2)C(=O)N2C[C@@H](CCC2)N)OC)=C1C (R)-(2-(7-(2-(1H-1,2,4-Triazol-1-yl)ethoxy)-1-(cyclopropylmethyl)-1H-indol-2-yl)-4-methoxy-3-methylpyrazolo[1,5-a]pyridin-6-yl)(3-aminopiperidin-1-yl)methanone